6-methyl-2-phenyl-7-tosyl-N-(2-(trifluoromethyl)pyridin-4-yl)-7H-pyrrolo[2,3-d]pyrimidin-4-amine CC1=CC2=C(N=C(N=C2NC2=CC(=NC=C2)C(F)(F)F)C2=CC=CC=C2)N1S(=O)(=O)C1=CC=C(C)C=C1